tert-butyl (3-(1-cyanovinyl)-1,7-dimethyl-2-oxoindol-3-yl) carbonate C(OC(C)(C)C)(OC1(C(N(C2=C(C=CC=C12)C)C)=O)C(=C)C#N)=O